1,3-dichloro-5-ethyl-5-methylimidazoline-2,4-dione ClN1C(N(C(C1(C)CC)=O)Cl)=O